ClC=1C=C(C=CC1)[C@@H]1[C@H](C1)C(=O)NC1=NC=NC(=C1)NCC=1N=C2N(C=C(C=C2N2CCN(CC2)C)C2CC2)C1 (1S,2S)-2-(3-chlorophenyl)-N-(6-(((6-cyclopropyl-8-(4-methylpiperazin-1-yl)imidazo[1,2-a]pyridin-2-yl)methyl)amino)pyrimidin-4-yl)cyclopropane-1-carboxamide